6,6-difluorospiro[2.5]octane-1-carboxylic acid FC1(CCC2(CC2C(=O)O)CC1)F